ClC=1C=C(C(=O)NC2=C3C(N(C(=NC3=CC=C2)C=2C=NC=CC2)C)=O)C=CC1O 3-chloro-4-hydroxy-N-(3-methyl-4-oxo-2-(pyridin-3-yl)-3,4-dihydroquinazolin-5-yl)benzamide